4-(6-amino-5-(2,3-dichlorophenyl)pyrazin-2-yl)-3-oxopiperazine NC1=C(N=CC(=N1)N1C(CNCC1)=O)C1=C(C(=CC=C1)Cl)Cl